3-chloro-4-METHYLPHENYL-BORONIC ACID ClC=1C=C(C=CC1C)B(O)O